C(CCS(=O)(=O)Cl)S(=O)(=O)Cl propane-1,3-disulfonyl chloride